2-(3-fluoro-4-(methylsulfonyl)phenyl)-6-(1'-isobutyl-[1,4'-bipiperidin]-4-yl)-1,4-dimethyl-1H-benzo[d]imidazole FC=1C=C(C=CC1S(=O)(=O)C)C1=NC2=C(N1C)C=C(C=C2C)C2CCN(CC2)C2CCN(CC2)CC(C)C